[Cd].C(CCCCCCCCCCC)(=O)O lauric acid cadmium